methyl-N-(1-methylcyclopropyl)-5-(morpholine-4-carbonyl)furo[2,3-d]pyrimidin-4-amine CC=1N=C(C2=C(N1)OC=C2C(=O)N2CCOCC2)NC2(CC2)C